5-(aminomethyl)tetrahydro-2-furanmethanol NCC1CCC(O1)CO